NC1=NC(=NS1)\C(\C(=O)N[C@@H](C(=O)N[C@@H](CSC(C1=CC=CC=C1)C1=CC=CC=C1)C(=O)O)CC1=CC=C(C=C1)I)=N/OC N-((R)-2-((E)-2-(5-amino-1,2,4-thiadiazol-3-yl)-2-(methoxyimino)acetamido)-3-(4-iodophenyl)propionyl)-S-benzhydryl-L-cysteine